IC1=C(C(=O)Cl)C=CC(=C1)C(F)(F)F 2-iodo-4-(trifluoromethyl)benzoyl chloride